[N-](S(=O)(=O)C(F)(F)F)S(=O)(=O)C(F)(F)F.CN1[CH+]N(C=C1)CCCCCCCC 1-methyl-3-n-octylimidazoLylium bis(trifluoromethanesulfonyl)imide